FC=1C(=NC(=C(C(=O)O)C1)NC1=C(C=C(C=C1)F)C)OC 5-fluoro-2-((4-fluoro-2-methylphenyl)amino)-6-methoxynicotinic acid